C1(=CC=CC=C1)C=1NC2=C(C=C(C=C2C1)COCCOCCC)NC1CCOCC1 3-(2-((2-phenyl-7-((tetrahydro-2H-pyran-4-yl)amino)-1H-indol-5-yl)methoxy)ethoxy)propane